4-[3-(3-Fluorophenylamino)-2-hydroxypropyl]-1,3-dihydroimidazol-2-one FC=1C=C(C=CC1)NCC(CC=1NC(NC1)=O)O